(R)-N-(6-(1-((3S,4S)-4-hydroxy-3-methyltetrahydrofuran-3-yl)piperidin-4-yl)-7-methylisoquinolin-3-yl)-2,2-dimethyltetrahydro-2H-pyran-4-carboxamide O[C@H]1[C@@](COC1)(C)N1CCC(CC1)C=1C=C2C=C(N=CC2=CC1C)NC(=O)[C@H]1CC(OCC1)(C)C